N7-(2-((2R,6R)-2,6-dimethylmorpholino)ethyl)-2-(1H-pyrazol-5-yl)thieno[3,2-b]pyridine-5,7-diamine C[C@H]1O[C@@H](CN(C1)CCNC1=C2C(=NC(=C1)N)C=C(S2)C2=CC=NN2)C